2-[1-(2,2-difluoroethyl)-1H-pyrazolo[3,4-b]pyrazin-6-yl]-7-[5-(trifluoromethyl)pyridin-2-yl]-2,7-diazaspiro[3.5]nonane FC(CN1N=CC=2C1=NC(=CN2)N2CC1(C2)CCN(CC1)C1=NC=C(C=C1)C(F)(F)F)F